3-((1-(1,5-dimethyl-3-oxo-2,3-dihydro-1H-pyrazolo[3,4-b]pyridin-6-yl)piperidin-4-yl)oxy)benzonitrile CN1NC(C=2C1=NC(=C(C2)C)N2CCC(CC2)OC=2C=C(C#N)C=CC2)=O